FC=1C=C(C=C2CN(C(C12)=O)C1C(NC(CC1)=O)=O)C(=O)N1C2CN(CC1C2)CC2=C(CC(CC2)(C)C)C2=CC=C(C=C2)F 3-(7-fluoro-5-(3-((4'-fluoro-5,5-dimethyl-3,4,5,6-tetrahydro-[1,1'-biphenyl]-2-yl)methyl)-3,6-diazabicyclo[3.1.1]heptane-6-carbonyl)-1-oxoisoindolin-2-yl)piperidine-2,6-dione